ClCCCCN1C=CC=C1 1-(4-chlorobutyl)-1H-pyrrole